CC(=O)NC The molecule is a monocarboxylic acid amide that is the N-methyl derivative of acetamide. It has a role as a metabolite. It is a member of acetamides and a monocarboxylic acid amide. It derives from an acetamide.